[K+].[K+].C(C([2H])([2H])[2H])(C([2H])([2H])[2H])(C1=CC=C(C=C1)S(=O)(=O)NC(C(OC1=C(C=C(C=C1)C(=O)[O-])CCC)C1=CC2=C(C=C1)OCO2)=O)[2H].C(C([2H])([2H])[2H])(C([2H])([2H])[2H])([2H])C2=CC=C(C=C2)S(=O)(=O)NC(C(OC2=C(C=C(C=C2)C(=O)[O-])CCC)C2=CC1=C(C=C2)OCO1)=O N-(4-isopropyl-d7-benzenesulfonyl)-α-(4-carboxy-2-n-propylphenoxy)-3,4-methylenedioxyphenyl-acetamide dipotassium salt